ClC(C)C=1N=NN(C1C)C1=C(C=CC=C1)F 4-(1-chloroethyl)-1-(2-fluorophenyl)-5-methyl-1H-1,2,3-triazole